FC1(CC(C1)(C)CN1N=C(C(=C1C(=O)N)C(F)F)C12CC(C1)(C2)F)F 1-((3,3-Difluoro-1-methylcyclobutyl)methyl)-4-(difluoromethyl)-3-(3-fluorobicyclo[1.1.1]pentan-1-yl)-1H-pyrazole-5-carboxamide